C(C)(C)(C)OC(=O)N1C[C@@H](CCC1)NC=1N=NC(=NN1)Cl.C(#N)[C@@](COC1=C(C=CC(=C1)C#N)C(F)(F)F)(C)NC(C1=CC=C(C=C1)SC(F)(F)F)=O N-[(2R)-2-cyano-1-{[5-cyano-2-(trifluoromethyl)phenyl]oxy}prop-2-yl]-4-[(trifluoromethyl)thio]benzamide tert-butyl-(R)-3-((6-chloro-1,2,4,5-tetrazin-3-yl)amino)piperidine-1-carboxylate